N-(7-cyclopropyl-1-methyl-1H-indazol-3-yl)-3,5-difluorobenzamide C1(CC1)C=1C=CC=C2C(=NN(C12)C)NC(C1=CC(=CC(=C1)F)F)=O